C(C)OC(=O)C=1N=CSC1C#CC=1C=NN(C1)COCC[Si](C)(C)C 5-[2-[1-(2-trimethylsilylethoxymethyl)pyrazol-4-yl]ethynyl]thiazole-4-carboxylic acid ethyl ester